FC1=C(C=CC(=C1F)OC)C1=CN=C2N1C=CN=C2NC=2C=C1CCN(C(C1=CC2)=O)CCNC 6-[[3-(2,3-difluoro-4-methoxyphenyl)imidazo[1,2-a]pyrazin-8-yl]amino]-2-[2-(methylamino)ethyl]-3,4-dihydroisoquinolin-1-one